4-[5-chloro-1-(4-fluorophenyl)-4-hydroxy-2-isopropyl-pyrrolo[2,3-c]pyridin-3-yl]benzoic acid ClC=1C(=C2C(=CN1)N(C(=C2C2=CC=C(C(=O)O)C=C2)C(C)C)C2=CC=C(C=C2)F)O